triiodolene platinum [Pt].[IH]1[IH][IH]C=C1